C(C)N1N=CC=C1C(=O)N[C@H](C=1N=C2N(N=CC(=C2)CC2(C(NCC(C2)(F)F)=O)C(=O)OC)C1)C1CCC(CC1)C methyl 3-((2-((S)-(1-ethyl-1H-pyrazole-5-carboxamido)((1r,4S)-4-methylcyclohexyl)methyl)imidazo[1,2-b]pyridazin-7-yl)methyl)-5,5-difluoro-2-oxopiperidine-3-carboxylate